(S)-1-(2-((3-(2-((1,5-dimethyl-1H-pyrazol-3-yl)amino)-5-methylpyrimidin-4-yl)-1H-indol-7-yl)amino)-2-oxoethyl)pyrrolidine-3-carboxylic acid CN1N=C(C=C1C)NC1=NC=C(C(=N1)C1=CNC2=C(C=CC=C12)NC(CN1C[C@H](CC1)C(=O)O)=O)C